[4-({5H,6H,7H,8H-pyrido[3,4-d]pyrimidin-2-yl}amino)phenyl]methanesulfonamide N1=C(N=CC2=C1CNCC2)NC2=CC=C(C=C2)CS(=O)(=O)N